(6-t-Butoxyhexyl)(fluorenyl)methylsilane C(C)(C)(C)OCCCCCC[SiH2]CC1=CC=CC=2C3=CC=CC=C3CC12